rac-(7S)-7-tert-butyl-N-[rac-(1R)-1-[3-(azetidin-3-ylcarbamoyl)phenyl]-3-(4-hydroxy-1-piperidyl)propyl]-5,6,7,8-tetrahydrothiazolo[5,4-b]quinoline-2-carboxamide C(C)(C)(C)[C@@H]1CC=2C=C3C(=NC2CC1)SC(=N3)C(=O)N[C@H](CCN3CCC(CC3)O)C3=CC(=CC=C3)C(NC3CNC3)=O |r|